3-(bis(2-hydroxydodecyl)amino)propyl (2S)-2-(((3-(bis(2-hydroxydodecyl)amino)propoxy) carbonyl) amino)-4-phenylbutanoate OC(CN(CCCOC(=O)N[C@H](C(=O)OCCCN(CC(CCCCCCCCCC)O)CC(CCCCCCCCCC)O)CCC1=CC=CC=C1)CC(CCCCCCCCCC)O)CCCCCCCCCC